C(C1=CC=CC=C1)(=O)N1CCC2(CN(CN2C)CC2=CC=C(C=C2)C(F)(F)F)CC1 8-benzoyl-1-methyl-3-(4-(trifluoromethyl)benzyl)-1,3,8-triazaspiro[4.5]decane